(1-(2-cyanophenyl)piperidin-4-yl)carbamate C(#N)C1=C(C=CC=C1)N1CCC(CC1)NC([O-])=O